C(CCC)C=CC(=O)O 3-butyl-acrylic acid